OC[NH2+]C1=CC=CC=C1 hydroxymethylanilinium